N-α-pentanoyl-arginine C(CCCC)(=O)N[C@@H](CCCNC(N)=N)C(=O)O